BrC=1N=C2N(CCN(C2)C(=O)OC(C)(C)C)C1 tert-butyl 2-bromo-5,6-dihydroimidazo[1,2-a]pyrazine-7(8H)-carboxylate